OC=1C=C(N(CC)CC)C=CC1 m-hydroxy-N,N-diethyl-aniline